(±)-3-(((tert-butyldimethylsilyl)oxy)methyl)-4-(2-fluoro-6-(methoxycarbonyl)pyridin-3-yl)piperazine-1-carboxylic acid tert-butyl ester C(C)(C)(C)OC(=O)N1C[C@@H](N(CC1)C=1C(=NC(=CC1)C(=O)OC)F)CO[Si](C)(C)C(C)(C)C |r|